CC1=C(C=CC(=C1)NC=1N=CC=2CCN(CC2C1)C1=C(C2=C(OCCN2)N=C1)C)NC(CN1CCOCC1)=O N-{2-methyl-4-[(6-{8-methyl-1H,2H,3H-pyrido[2,3-b][1,4]oxazin-7-yl}-5,6,7,8-tetrahydro-2,6-naphthyridin-3-yl)amino]phenyl}-2-(morpholin-4-yl)acetamide